hydroxymethyl-2,4,6-triamino-1,3,5-triazine OCN1C(N=C(N=C1N)N)N